benzyl 4-[2-[3-[3-amino-6-(2-hydroxyphenyl)pyridazin-4-yl]-3,8-diazabicyclo[3.2.1]octan-8-yl]pyrimidin-5-yl]piperazine-1-carboxylate NC=1N=NC(=CC1N1CC2CCC(C1)N2C2=NC=C(C=N2)N2CCN(CC2)C(=O)OCC2=CC=CC=C2)C2=C(C=CC=C2)O